FC1=C(COC=2C=CC3=C(C(=C(O3)C)C(=O)NC3C(NCC3)=O)C2)C(=CC=C1)F 5-((2,6-difluorobenzyl)oxy)-2-methyl-N-(2-oxopyrrolidin-3-yl)benzofuran-3-carboxamide